CN(C(OC1=CC2=C(C(=C(C(O2)=O)CC2=C(C(=CC=C2)NS(NC)(=O)=O)F)CBr)C=C1F)=O)C 4-(bromomethyl)-6-fluoro-3-(2-fluoro-3-((N-methylsulfamoyl) amino) benzyl)-2-oxo-2H-benzopyran-7-yl dimethylcarbamate